6-(dimethylamino)isoquinoline-5-carbaldehyde CN(C1=C(C=2C=CN=CC2C=C1)C=O)C